2-(7-(3-chlorophenyl)-2-(1-hydroxyethyl)-4-oxofuro[2,3-d]pyridazin-5(4H)-yl)-N-(2,2-difluorobenzo[d][1,3]dioxol-5-yl)-N-methylacetamide ClC=1C=C(C=CC1)C1=NN(C(C2=C1OC(=C2)C(C)O)=O)CC(=O)N(C)C2=CC1=C(OC(O1)(F)F)C=C2